S1C(=NN=C1)C=1C=C(C=NC1)C=1C=C(C=CC1)O 3-(5-(1,3,4-thiadiazol-2-yl)pyridin-3-yl)phenol